NCC1=CC=CC(=N1)C1=C(C=C(C#N)C=C1)OC=1N(N=C(C1)C1CC1)C 4-[6-(aminomethyl)pyridin-2-yl]-3-(5-cyclopropyl-2-methylpyrazol-3-yl)oxybenzonitrile